CN1C=NC=C1CN (1-methyl-1H-imidazol-5-yl)methanamine